((((((1R,2S,5R)-2-carbamoyl-7-oxo-1,6-diazabicyclo[3.2.1]octan-6-yl) oxy) sulfonyl) oxy) methyl) cyclohexanecarboxylate C1(CCCCC1)C(=O)OCOS(=O)(=O)ON1[C@@H]2CC[C@H](N(C1=O)C2)C(N)=O